C(#C)C[C@@]12[C@@H](O)CC[C@H]1[C@@H]1CC[C@H]3C[C@@H](O)CC[C@]3(C)[C@H]1CC2 ethynyl-3β-androstanediol